3-phenyl-5-(o-tolyl)isothiazole C1(=CC=CC=C1)C1=NSC(=C1)C1=C(C=CC=C1)C